N-nicotinyl-L-lysine C(C1=CN=CC=C1)N[C@@H](CCCCN)C(=O)O